CC1=NC(=CC=C1S(=O)(=O)N1CC2(CN(C2)C(=O)C23COC(C2)(C3)C)C1)C(F)(F)F (6-((2-methyl-6-(trifluoromethyl)pyridin-3-yl)sulfonyl)-2,6-diazaspiro[3.3]heptan-2-yl)(1-methyl-2-oxabicyclo[2.1.1]hexan-4-yl)methanone